(4-(6-fluoro-4-((methylamino)methyl)-3,4-dihydroisoquinolin-2(1H)-yl)-2,6-dimethylphenyl)-3,3-dimethylbutylamine FC=1C=C2C(CN(CC2=CC1)C1=CC(=C(C(=C1)C)NCCC(C)(C)C)C)CNC